(3S)-3-[(2S)-1,4-dioxan-2-yl]-5-nitro-3,4-dihydro-2H-1,4-benzoxazine-7-sulfonamide O1[C@H](COCC1)[C@@H]1COC2=C(N1)C(=CC(=C2)S(=O)(=O)N)[N+](=O)[O-]